C(C)(C)N sec-propyl-amine